N1N=CC2=C(C=CC=C12)C1=NC(=NC(=N1)NC1=CC(=CC=C1)C(F)(F)F)C1CCN(CC1)C(=O)OC(C)(C)C tert-butyl 4-(4-(1H-indazol-4-yl)-6-((3-(trifluoromethyl)phenyl)amino)-1,3,5-triazin-2-yl)piperidine-1-carboxylate